O1C=C(C=C1)C1=CC=C(C=C1)C#C[Si](C)(C)C {2-[4-(furan-3-yl)phenyl]ethynyl}trimethylsilane